O=C1N(CCC(N1)=O)C=1C=CC2=CN(N=C2C1)C1CCN(CC1)C(=O)OC(C)(C)C tert-butyl 4-(6-(2,4-dioxotetrahydropyrimidin-1(2H)-yl)-2H-indazol-2-yl)piperidine-1-carboxylate